N[C@@H]1[C@@H](N(CC1)C(=O)N1CCC1)CC=1C=C(C=CC1)C1=CC=CC=C1 ((2S,3S)-3-amino-2-([biphenyl]-3-ylmethyl)pyrrolidin-1-yl)(azetidin-1-yl)methanone